ClC1=CC(=C(CNC(C(=O)N)C)C=C1)OC1=CC=C(C=C1)C1=CN=C(N1C)CN(C)C 2-((4-chloro-2-(4-(2-((dimethylamino)methyl)-1-methyl-1H-imidazol-5-yl)phenoxy)benzyl)amino)propanamide